N1(CCNCCC1)C1=CN=C2C=CC(=NC2=C1)C=1C(=NNC1)C1=NC(=CC=C1)C(F)F 7-(1,4-diazepan-1-yl)-2-[3-[6-(difluoromethyl)-2-pyridyl]-1H-pyrazol-4-yl]-1,5-naphthyridine